C1OC=2C=C(C=CC2O1)C(C(C)N1CCCC1)=O 3',4'-methylenedioxy-α-pyrrolidinopropiophenone